1H-isochromen-1-one Maleate C(\C=C/C(=O)O)(=O)O.C1(OC=CC2=CC=CC=C12)=O